ClC=1C=CC=2N(C1[C@@H](O)C1=NN(N=C1)C1=CC=CC=C1)C(=NC2)SCC |r| rac-(6-chloro-3-(ethylthio)imidazo[1,5-a]pyridin-5-yl)(2-phenyl-2H-1,2,3-triazol-4-yl)methanol